(R)-1-(5-chloro-3-methylpyridin-2-yl)-3-(isoquinolin-4-yl)-2-oxoimidazoline-4-carbonitrile ClC=1C=C(C(=NC1)N1C(N([C@H](C1)C#N)C1=CN=CC2=CC=CC=C12)=O)C